C[C@H]1C(O[C@@H]2O[C@]3(CC[C@@H]4[C@]2([C@H]1CC[C@H]4C)O3)C)=O (3R,3aS,6R,6aS,9S,10aS,10bR)-3,6,9-trimethyloctahydro-10aH-9,10b-epoxypyrano[4,3,2-jk][2]benzoxepin-2(3H)-one